2-methoxy-4-[rac-(3aR,7aR)-1-methyl-3,4,5,6,7,7a-hexahydro-2H-indol-3a-yl]phenol COC1=C(C=CC(=C1)[C@]12CCN([C@@H]2CCCC1)C)O |r|